CS(=O)(=O)NC=1C=CC(=NC1)N1CCN(CC1)C(=O)OC(C)(C)C tert-butyl 4-(5-(methylsulfonamido) pyridin-2-yl)piperazine-1-carboxylate